6-(5-cyano-1-(phenylsulfonyl)-1H-pyrrolo[2,3-b]pyridin-4-yl)-N-(2,2,2-trifluoroethyl)-3,6-diazabicyclo[3.2.0]heptane-3-carboxamide C(#N)C=1C(=C2C(=NC1)N(C=C2)S(=O)(=O)C2=CC=CC=C2)N2C1CN(CC1C2)C(=O)NCC(F)(F)F